N-(3,4-dichloro-2-fluoro-phenyl)-7-fluoro-6-(3-piperidyl)pyrido[3,2-d]pyrimidin-4-amine ClC=1C(=C(C=CC1Cl)NC=1C2=C(N=CN1)C=C(C(=N2)C2CNCCC2)F)F